C(C1=CC=CC=C1)NC(=O)N([C@@H]1CC[C@H](CC1)NC1=NC=C(C(=N1)N1CC(CC1)N(C(C)=O)CC)C#N)C1=NC=C(C=C1)C=1C=NN(C1)C N-(1-(2-((trans-4-((benzylcarbamoyl)(5-(1-methyl-1H-pyrazol-4-yl)pyridin-2-yl)amino)cyclohexyl)amino)-5-cyanopyrimidin-4-yl)pyrrolidin-3-yl)-N-ethylacetamide